C(C1=CC=CC=C1)OC(=O)N1CC(CCC1)(C(=O)O)C1OC(COC1)C 1-((benzyloxy)carbonyl)-3-(6-methyl-1,4-dioxan-2-yl)piperidine-3-carboxylic acid